1H-pyrazolo[3,4-b]pyridin-3-amine N1N=C(C=2C1=NC=CC2)N